3-(3-Hydroxyphenyl)-2-(Pyridin-3-yl)Quinazolin-4(3H)-One Hydrochloride Cl.OC=1C=C(C=CC1)N1C(=NC2=CC=CC=C2C1=O)C=1C=NC=CC1